para-carboxyl-phenoxycyclotriphosphazene C(=O)(O)C1=CC=C(OP2=NP=NP=N2)C=C1